OC=1CC(C=C2C(C3=CC=CC=C3C(C12)=O)=O)(C)O 1,3-dihydroxy-3-methylanthraquinone